BrC1=CC(=CC=2N=C(OC21)N2CC1CCC(C2)N1C(=O)OC(C)(C)C)OC tert-Butyl 3-(7-bromo-5-methoxybenzo[d]oxazol-2-yl)-3,8-diazabicyclo[3.2.1]octane-8-carboxylate